CC(CC(C)C)NC1=C(C=CC=C1)NC1=CC=CC=C1 N-(1,3-dimethylbutyl)-N'-phenyl-phenylene-diamine